niobium stannide [Nb](=[Sn])=[Sn]